COC(C1=CC(=CC=C1)NC(C(C)(C)C)=O)=O 3-(2,2-Dimethylpropionylamino)benzoic acid methyl ester